C([C@H](COP(=O)([O-])OC1[C@@H]([C@H](C([C@H]([C@H]1O)O)O)O)O)O)O The molecule is an inositol phosphate oxoanion obtained by deprotonation of the free phosphate OH group of 1-(sn-glycero-3-phospho)-1D-myo-inositol; major species at pH 7.3. It has a role as a Saccharomyces cerevisiae metabolite. It is a conjugate base of a 1-(sn-glycero-3-phospho)-1D-myo-inositol.